1-N-[4-[6-(cyclopropylcarbamoyl)-7-methoxyquinazolin-4-yl]oxyphenyl]-1-N'-(4-fluorophenyl)cyclopropane-1,1-dicarboxamide C1(CC1)NC(=O)C=1C=C2C(=NC=NC2=CC1OC)OC1=CC=C(C=C1)NC(=O)C1(CC1)C(=O)NC1=CC=C(C=C1)F